2-(3-(4-((1H-pyrazol-4-yl)amino)-6-ethoxy-7-fluoroquinazolin-2-yl)-phenoxy)-N-(tert-butyl)acetamide bis-trifluoroacetic acid salt FC(C(=O)O)(F)F.FC(C(=O)O)(F)F.N1N=CC(=C1)NC1=NC(=NC2=CC(=C(C=C12)OCC)F)C=1C=C(OCC(=O)NC(C)(C)C)C=CC1